8-(1-(2,2-difluoroethyl)-1H-pyrazolo[3,4-b]pyrazin-6-yl)-2-(3-(trifluoromethyl)pyridin-4-yl)-2,8-diazaspiro[4.5]decan-3-one FC(CN1N=CC=2C1=NC(=CN2)N2CCC1(CC(N(C1)C1=C(C=NC=C1)C(F)(F)F)=O)CC2)F